3-(4-(tert-butyl)pyridin-2-yl)-1H-pyrrolo[2,3-c]pyridine C(C)(C)(C)C1=CC(=NC=C1)C1=CNC2=CN=CC=C21